1-Pyrrolidinecarbodithioic Acid, Ammonium Salt [NH4+].N1(CCCC1)C(=S)[S-]